2-(4-chlorobenzyl)-malonic acid monoethyl ester C(C)OC(C(C(=O)O)CC1=CC=C(C=C1)Cl)=O